CC=1CCC(N(N1)C1=CC=CC=C1)=O 6-methyl-2-phenyl-4,5-dihydropyridazin-3(2H)-one